ClC(=O)OC(CCC)C 1-methylbutyl chloroformate